1-(pyridazin-3-yl)-5-(trifluoromethyl)-1H-pyrazole-4-carboxamide N1=NC(=CC=C1)N1N=CC(=C1C(F)(F)F)C(=O)N